N-((5-methyl-1H-indazol-4-yl)methyl)-4-(trifluoromethoxy)benzamide CC=1C(=C2C=NNC2=CC1)CNC(C1=CC=C(C=C1)OC(F)(F)F)=O